N1=CN=CC2=C1NC(C21CC1)=O spiro[cyclopropane-1,5'-pyrrolo[2,3-d]pyrimidin]-6'-one